(4Z)-4-[(1-benzothiophen-5-yl)methylidene]-2-(phenylamino)-4,5-dihydro-1H-imidazol S1C=CC2=C1C=CC(=C2)\C=C\2/N=C(NC2)NC2=CC=CC=C2